(S)-4-(3-aminopiperidin-1-yl)-2,3-dimethyl-1H-indole-7-carboxamide N[C@@H]1CN(CCC1)C1=C2C(=C(NC2=C(C=C1)C(=O)N)C)C